3-methyl-1-(1-methyl-1H-imidazole-2-carboxamido)-4-(1-methyl-1H-pyrazol-3-yl)-1H-pyrrole-2-carboxylic acid CC1=C(N(C=C1C1=NN(C=C1)C)NC(=O)C=1N(C=CN1)C)C(=O)O